1-benzyl-6-(3,5-dimethylisoxazol-4-yl)-N2-(tetrahydro-2H-pyran-4-yl)-1H-benzo[d]imidazole-2,4-diamine C(C1=CC=CC=C1)N1C(=NC2=C1C=C(C=C2N)C=2C(=NOC2C)C)NC2CCOCC2